[(1S,2'S,6'S)-7-chloro-2'-methyl-6'-(1-methyltriazol-4-yl)spiro[isochromane-1,4'-piperidine]-6-yl]trifluoromethanesulfonate ClC1=C(C=C2CCO[C@]3(C[C@@H](N[C@@H](C3)C=3N=NN(C3)C)C)C2=C1)OS(=O)(=O)C(F)(F)F